(S)-1-(3-((2-(2-(benzyloxy)-4,6-dihydroxybenzoyl)-1,2,3,4-tetrahydroisoquinolin-8-yl)Amino)pyrrolidin-1-yl)-4-methoxybutan-1-one C(C1=CC=CC=C1)OC1=C(C(=O)N2CC3=C(C=CC=C3CC2)N[C@@H]2CN(CC2)C(CCCOC)=O)C(=CC(=C1)O)O